benzyl (2S)-5-(2-anilino-5-nitro-anilino)-2-(tert-butoxycarbonylamino)-5-oxo-pentanoate N(C1=CC=CC=C1)C1=C(NC(CC[C@@H](C(=O)OCC2=CC=CC=C2)NC(=O)OC(C)(C)C)=O)C=C(C=C1)[N+](=O)[O-]